ditolylphosphine ruthenium (II) chloride [Ru](Cl)Cl.C1(=C(C=CC=C1)PC1=C(C=CC=C1)C)C